(6-amino-3,4-dihydro-2H-pyrano[2,3-b]pyridin-2-yl)methanol 2'-Fluoro-2'-deoxyadenosine-5'-Triphosphate P(O)(=O)(OP(=O)(O)OP(=O)(O)O)OC[C@@H]1[C@H]([C@H]([C@@H](O1)N1C=NC=2C(N)=NC=NC12)F)O.NC=1C=C2C(=NC1)OC(CC2)CO